5-Ethyl-1,4-cyclooctandiol C(C)C1C(CCC(CCC1)O)O